C(C1=CC=CC=C1)OC1CC2C(C2C1)C(=O)O 3-(benzyloxy)bicyclo[3.1.0]Hexane-6-carboxylic acid